1-(3-chloro-5'-fluoro-2'-hydroxy-3'-(3-((methylamino)methyl)-1-(tetrahydro-2H-pyran-2-yl)-1H-indazol-5-yl)-[1,1'-biphenyl]-4-yl)-3-methyl-1H-imidazol-2(3H)-one ClC=1C=C(C=CC1N1C(N(C=C1)C)=O)C1=C(C(=CC(=C1)F)C=1C=C2C(=NN(C2=CC1)C1OCCCC1)CNC)O